C1(CCCCCC1)[C@@H](C(=O)NC1=C(C=C(C=C1)[C@H](C(=O)N1CCC(CC1)=C(F)F)C)F)NC(=O)C1=CC=NN1C(C)C N-((S)-1-cycloheptyl-2-((4-((R)-1-(4-(difluoromethylene)piperidin-1-yl)-1-oxopropan-2-yl)-2-fluorophenyl)amino)-2-oxoethyl)-1-isopropyl-1H-pyrazole-5-carboxamide